(N-[4-amino-5-(3-phenylisoxazole-5-carbonyl)thiazol-2-yl]-4-fluoro-anilino)propanamide tert-butyl-(1-bromo-8,9-difluoro-5,6-dihydro-4H-pyrrolo[3,2,1-ij]quinolin-5-yl)carbamate C(C)(C)(C)N(C(O)=O)C1CN2C3=C(C(=C(C=C3C1)F)F)C(=C2)Br.NC=2N=C(SC2C(=O)C2=CC(=NO2)C2=CC=CC=C2)N(C2=CC=C(C=C2)F)C(C(=O)N)C